[I-].C(=C)C=1NC=C[NH+]1 vinylimidazolium iodide salt